bis(phenylmethylmethoxysilylethyl) trisulfide C1(=CC=CC=C1)CC(CSSSCC([SiH2]OC)CC1=CC=CC=C1)[SiH2]OC